tetraphenyl-hexafluorobisphenol a C1(=CC=CC=C1)C1=C(C(=C(C(=C1O)C1=CC=CC=C1)C1=CC=CC=C1)C(C(F)(F)F)(C(F)(F)F)C1=CC=C(C=C1)O)C1=CC=CC=C1